C1(CC(C(CC1)C(C)C)OCCOCCO)C 2-[2-(p-Menthan-3-yloxy)ethoxy]ethanol